N1(C=NC=C1)C1=C(C=C(CN(CCC2=CC=C(C=C2)NC(=O)C2=C(C=C(C(=C2)OC)OC)NC(=O)C=2OC3=CC=CC=C3C(C2)=O)CCC)C=C1)OC N-(2-((4-(2-((4-(1H-Imidazol-1-yl)-3-methoxybenzyl)(propyl)amino)ethyl)phenyl)carbamoyl)-4,5-dimethoxyphenyl)-4-oxo-4H-chromene-2-carboxamide